ClC1=C(C=C(C=C1)C(CCNC12COC(C1)(C2)C2=CC=NC=C2)O)F 1-(4-chloro-3-fluoro-phenyl)-3-[[1-(4-pyridyl)-2-oxabicyclo[2.1.1]hexan-4-yl]amino]propan-1-ol